1-(2-(4-(piperazin-1-yl)pyrimidin-2-yl)-2,6-diazaspiro[3.4]octan-6-yl)prop-2-en-1-one N1(CCNCC1)C1=NC(=NC=C1)N1CC2(C1)CN(CC2)C(C=C)=O